4-{2-[(tert-butyldimethylsilyl)oxy]propoxy}benzamide [Si](C)(C)(C(C)(C)C)OC(COC1=CC=C(C(=O)N)C=C1)C